C(C)(C)(C)OC(=O)N1CCN(CC1)C1=NC2=CC=C(C=C2C=C1Cl)C=1N=NN(C1)CCNC(=O)OC(C)(C)C 4-[6-[1-[2-(tert-Butoxycarbonylamino)ethyl]triazol-4-yl]-3-chloro-2-quinolinyl]piperazine-1-carboxylic acid tert-butyl ester